(Z)-1-(2-bromo-4-(1-(4-(trifluoromethoxy)phenyl)-1H-1,2,4-triazol-3-yl)phenyl)-3-(3-(2-(ethoxymethyl)-5-methylphenyl)-4-oxothiazolidin-2-ylidene)urea BrC1=C(C=CC(=C1)C1=NN(C=N1)C1=CC=C(C=C1)OC(F)(F)F)NC(=O)\N=C\1/SCC(N1C1=C(C=CC(=C1)C)COCC)=O